ClC1=C(C=CC=C1)[C@@H](C)OC(N[C@H]1CN2CCC1CC2)=O (R)-(1-aza-bicyclo[2.2.2]oct-3-yl)-carbamic acid (R)-1-(2-chloro-phenyl)-ethyl ester